C(CCCCCNC(OC1=CC=C(C=C1)C=O)=O)NC(OCCC=1C(N=C(NC1C)NC(=O)NCCCCCCNC(=O)OC1=CC=C(C=C1)C=O)=O)=O 2-(2-(3-(6-(((4-formylphenoxy)carbonyl)amino)hexyl)ureido)-6-methyl-4-oxo-1,4-dihydropyrimidin-5-yl)ethyl (4-formylphenyl) hexane-1,6-diyldicarbamate